3-(6-(1-((1H-indazol-3-yl)methyl)-1H-1,2,3-triazol-4-yl)-2-aminopyrimidin-4-yl)2-methylbenzonitrile N1N=C(C2=CC=CC=C12)CN1N=NC(=C1)C1=CC(=NC(=N1)N)C=1C(=C(C#N)C=CC1)C